FC(C(=O)O)(F)F.C(CN(CC1=C(C=CC=C1)O)CC(=O)O)N(CC1=C(C=CC=C1)O)CC(=O)O 2,2'-(ethane-1,2-diylbis((2-hydroxybenzyl)azanediyl))diacetic Acid 2,2,2-trifluoroacetate Salt